2-(benzyloxy)-5-(4,4-difluoropiperidin-3-yl)pyridine C(C1=CC=CC=C1)OC1=NC=C(C=C1)C1CNCCC1(F)F